5-(4-((4-((1-methylpiperidin-4-yl)oxy)phenyl)ethynyl)phenyl)-3-((2-((1S)-1-((tetrahydro-2H-pyran-2-yl)oxy)ethyl)-1H-imidazol-1-yl)methyl)isoxazole CN1CCC(CC1)OC1=CC=C(C=C1)C#CC1=CC=C(C=C1)C1=CC(=NO1)CN1C(=NC=C1)[C@H](C)OC1OCCCC1